methyl 2-((4-((6-((4-cyano-2-fluorophenoxy)methyl)pyridin-2-yl)amino)piperidin-1-yl)methyl)-1-((1-ethyl-1H-imidazol-5-yl)methyl)-1H-benzo[d]imidazole-6-carboxylate C(#N)C1=CC(=C(OCC2=CC=CC(=N2)NC2CCN(CC2)CC2=NC3=C(N2CC2=CN=CN2CC)C=C(C=C3)C(=O)OC)C=C1)F